1,3-dioxapentanone OC(OCC)=O